tert-butyl (2S)-2-[({4-chloro-6-[(3R)-3-hydroxy-3-methylpiperidin-1-yl]pyrimidin-2-yl}oxy)methyl]-2-methylpyrrolidine-1-carboxylate ClC1=NC(=NC(=C1)N1C[C@](CCC1)(C)O)OC[C@]1(N(CCC1)C(=O)OC(C)(C)C)C